C(C)(C)(C)C1=C(C(=C(C=2CC3=CC=CC=C3C12)N)C1=CC=CC=C1)C1=CC=CC=C1 (tert-butyldiphenylfluorenyl)amine